N1=CC=CC=2CC(CCC12)C(=O)O 5,6,7,8-tetrahydroquinoline-6-carboxylic acid